(S)-2-vinylpiperidin-1-ium chloride [Cl-].C(=C)[C@H]1[NH2+]CCCC1